tert-butyl 4-{5-[(4-{4-[(tert-butoxy)carbonyl]piperazin-1-yl} phenyl)carbamoyl]thiophen-2-yl}piperazine-1-carboxylate C(C)(C)(C)OC(=O)N1CCN(CC1)C1=CC=C(C=C1)NC(=O)C1=CC=C(S1)N1CCN(CC1)C(=O)OC(C)(C)C